C1(CC1)C1=CC=C(C=C1)C1=NC2=C(N1)C=C(C=C2C)C2CCN(CC2)C2CCN(CC2)CC(C)C 2-(4-Cyclopropylphenyl)-6-(1'-isobutyl-[1,4'-bipiperidin]-4-yl)-4-methyl-1H-benzo[d]imidazol